BrC=1C(=NC(=CC1)N)N 3-bromopyridine-2,6-diamine